5-(4-cyclopropyl-6-methoxypyrimidin-5-yl)-3-(4-(1-ethyl-4-(trifluoromethyl)-1H-imidazol-2-yl)benzyl)-1-methyl-1H-pyrazolo[4,3-d]pyrimidine C1(CC1)C1=NC=NC(=C1C=1N=CC2=C(N1)C(=NN2C)CC2=CC=C(C=C2)C=2N(C=C(N2)C(F)(F)F)CC)OC